CS(=O)(=O)NC1=C(C(=O)O)C=CC=C1 2-(methylsulfonamido)benzoic acid